NC(C)(O)C1CC1 amino-1-cyclopropyl-ethanol